FC(S(=O)(=O)[O-])(F)F.C(CCCCCCCCC)C(COC(=O)C=1C(=[N+](C=CC1)CCCCCCCCCCCC)Cl)CCCCCCCCCCCC 3-(2-decyltetradecyloxycarbonyl)-2-chloro-1-dodecylpyridin-1-ium trifluoromethanesulfonate